BrC(COC(=O)N[C@@H](CCCCN)C(=O)O)CBr ((2,3-dibromopropoxy)carbonyl)-lysine